1-((5-(2H-tetrazol-2-yl)pyridin-2-yl)methyl)-4-cyclobutylpiperazine-2,3-dione N=1N(N=NC1)C=1C=CC(=NC1)CN1C(C(N(CC1)C1CCC1)=O)=O